C(C)N1C2=C([C@H]([C@H](C1=O)NC(C1=CC(=CC=C1)C(F)(F)F)=O)C1=CC=C(C=C1)F)C(=NN2CCC)C(=O)O (4R,5R)-7-ethyl-4-(4-fluorophenyl)-6-oxo-1-propyl-5-(3-(trifluoromethyl)benzamido)-4,5,6,7-tetrahydro-1H-pyrazolo[3,4-b]pyridine-3-carboxylic acid